[(4S)-3-(7-cyclopropyl-(1,3-Thiazolo[4,5-e]pyridin-5-yl))-2-oxoimidazolidin-4-yl]-N-(3-chloro-2,4-difluorophenyl)-N-methyl-Formamide C1(CC1)C1=CC(=NC2=C1N=CS2)N2C(NC[C@H]2C(=O)N(C)C2=C(C(=C(C=C2)F)Cl)F)=O